C\C(=C/CC1=CC=C(C=C1)CCCCC)\CCC=C(C)C 2-[(2E)-3,7-dimethylocta-2,6-dienyl]-5-pentylbenzene